C(C)(C)(C)OC(C(C)N1C(C=2N(CC1)C=C(C2)C2=NC(=NC=C2C)Cl)=O)=O tert-Butyl-2-(7-(2-chloro-5-methylpyrimidin-4-yl)-1-oxo-3,4-dihydropyrrolo[1,2-a]pyrazin-2(1H)-yl)propanoate